CC1(N(CCC1)CCNC(=O)C=1C=C(C(=NC1)C)NC(=O)C=1N=NN2C1C=CC(=C2)C=2C(=NNC2)C)C N-(5-((2-(2,2-dimethylpyrrolidin-1-yl)ethyl)carbamoyl)-2-methylpyridin-3-yl)-6-(3-methyl-1H-pyrazol-4-yl)-[1,2,3]triazolo[1,5-a]pyridine-3-carboxamide